ClC1=C(C=C(C(=C1)Cl)N1N=C(N(C1=O)C(F)F)C)NC(C)=O N-(2,4-dichloro-5-(4-difluoromethyl-3-methyl-5-oxo-4,5-dihydro-1H-1,2,4-triazole-1-yl)phenyl)acetamide